cyclopropane-1-sulfinic acid sodium salt [Na+].C1(CC1)S(=O)[O-]